NC\C=C/C(=O)OC methyl (Z)-4-aminobut-2-enoate